tert-butyl-1-oxo-2,6-diazaspiro[3.5]nonane-6-carboxylate C(C)(C)(C)OC(=O)N1CC2(CNC2=O)CCC1